4-ethyl-3-(N-(4-fluoro-2-(pyrrol-1-yl)-5-(trifluoromethyl)phenyl)sulfamoyl)benzoic Acid C(C)C1=C(C=C(C(=O)O)C=C1)S(NC1=C(C=C(C(=C1)C(F)(F)F)F)N1C=CC=C1)(=O)=O